methyl (S,E)-(7-(dimethylamino)-1-((1-((4-fluoro-7-isobutyl-1H-pyrrolo[2,3-c]pyridin-2-yl)methyl)-2-oxo-1,2-dihydropyridin-3-yl)amino)-1,7-dioxohept-5-en-2-yl)carbamate CN(C(/C=C/CC[C@@H](C(=O)NC=1C(N(C=CC1)CC1=CC=2C(=C(N=CC2F)CC(C)C)N1)=O)NC(OC)=O)=O)C